4-chloro-2-[1-[(2,4-dimethoxyphenyl)methylamino]-4-methylphthalazin-6-yl]-6-fluorobenzonitrile ClC1=CC(=C(C#N)C(=C1)F)C=1C=C2C(=NN=C(C2=CC1)NCC1=C(C=C(C=C1)OC)OC)C